(6-aminopyridin-2-yl)-N2-(tert-butyl)-N4-(3,5-difluorophenyl)-1,3,5-triazine-2,4-diamine NC1=CC=CC(=N1)C1=NC(=NC(=N1)NC(C)(C)C)NC1=CC(=CC(=C1)F)F